C(C)OC(=O)C=1C=CC2=C(N(C(=N2)C=C2CCNCC2)C[C@H]2OCC2)C1F (S)-7-fluoro-1-(oxetan-2-ylmethyl)-2-(piperidin-4-ylidenemethyl)-1H-benzo[d]imidazole-6-carboxylic acid ethyl ester